1-(1H-benzotriazole-1-yl)-4-pentene-1-one N1(N=NC2=C1C=CC=C2)C(CCC=C)=O